3-(8-(4-(ethoxymethyl)-2,6-dimethoxyphenyl)isoquinolin-5-yl)propanoic acid methyl ester COC(CCC1=C2C=CN=CC2=C(C=C1)C1=C(C=C(C=C1OC)COCC)OC)=O